1-(4-chlorophenyl)-2-vinylpyrazolidin-3-one ClC1=CC=C(C=C1)N1N(C(CC1)=O)C=C